2-chloro-N-(2-hydrazinyl-2-oxoethyl)-3,4-bis((4-methoxybenzyl)oxy)benzamide ClC1=C(C(=O)NCC(=O)NN)C=CC(=C1OCC1=CC=C(C=C1)OC)OCC1=CC=C(C=C1)OC